[Ni+2].[Cl-].N1C=NC=C1.[Cl-] imidazole chloride nickel